2-(3-fluoro-4-((3-fluoro-4-methoxybenzyl)oxy)phenyl)-4,4,5,5-tetramethyl-1,3,2-dioxaborolane FC=1C=C(C=CC1OCC1=CC(=C(C=C1)OC)F)B1OC(C(O1)(C)C)(C)C